methyl (7-hydroxy-1-(2-methoxy-4-(((1R,4R)-5-methyl-2,5-diazabicyclo[2.2.1]heptan-2-yl)methyl)benzyl)-1H-pyrazolo[4,3-d]pyrimidin-5-yl)carbamate OC=1C2=C(N=C(N1)NC(OC)=O)C=NN2CC2=C(C=C(C=C2)CN2[C@H]1CN([C@@H](C2)C1)C)OC